N1(CCC1)C1=CN=NN1CC(=O)N1C(CC(C1)F)C(=O)NC(C1=NC=C(C=C1)C(C)C)C1=CC=CC=C1 1-{2-[5-(azetidin-1-yl)-1H-1,2,3-triazol-1-yl]acetyl}-4-fluoro-N-{phenyl[5-(propan-2-yl)pyridin-2-yl]methyl}pyrrolidine-2-carboxamide